(4-(3,4-difluoro-2-(trifluoromethyl)phenyl)piperidin-1-yl)(5-(3,3,3-trifluoropropyl)-4,5,6,7-tetrahydro-1H-pyrazolo[4,3-c]pyridin-3-yl)methanone thymidinyl-triphosphate [C@]1(C[C@H](O)[C@@H](CO)O1)(N1C(=O)NC(=O)C(C)=C1)OP(O)(=O)OP(=O)(O)OP(=O)(O)O.FC=1C(=C(C=CC1F)C1CCN(CC1)C(=O)C1=NNC2=C1CN(CC2)CCC(F)(F)F)C(F)(F)F